p-chlorobenzyl-trifluoroacetamide ClC1=CC=C(CNC(C(F)(F)F)=O)C=C1